3-((5-((3-bromo-2-methylbenzyl)oxy)-4-chloro-2-formylphenoxy)methyl)benzonitrile BrC=1C(=C(COC=2C(=CC(=C(OCC=3C=C(C#N)C=CC3)C2)C=O)Cl)C=CC1)C